C1(CC1)C(C=O)OC 2-cyclopropyl-2-methoxyacetaldehyde